Cl.N[C@@H]1C[C@@H]([C@H](CC1)NC(OCC1=CC=CC=C1)=O)F Benzyl ((1S,2S,4s)-4-amino-2-fluorocyclohexyl)carbamate, hydrochloride